NC1=C(C=C(C=N1)C1=CC=C(C=C1)C(=O)N1C[C@H](CC1)N(C)C)OCC1=C(C(=CC=C1F)F)Cl {4-[6-amino-5-(2-chloro-3,6-difluoro-benzyloxy)-pyridin-3-yl]-phenyl}-[(3S)-3-dimethylamino-pyrrolidin-1-yl]-methanone